disodium azepane diphosphonate P(=O)([O-])OP(=O)[O-].N1CCCCCC1.[Na+].[Na+]